COC(=O)[C@H]1NCC(C1)=O (S)-4-oxopyrrolidine-2-carboxylic acid methyl ester